3-phenyl-4-(4'-trifluoromethyl-phenyl)thiazole tert-Butyl-methyl((1S,2S)-2-(methylamino)cyclohexyl)carbamate C(C)(C)(C)OC(N([C@@H]1[C@H](CCCC1)NC)C)=O.C1(=CC=CC=C1)N1CSC=C1C1=CC=C(C=C1)C(F)(F)F